FC(C1=CNC2=C(C(=CC=C12)C(F)(F)F)C(F)(F)F)(F)F 3,6,7-tris(trifluoromethyl)-1H-indole